N1C(=CC2=CC=CC=C12)C(=O)N[C@H](C(=O)NC(C(O)P(OCC)(OCC)=O)CC1C(NC2(C1)CCN(CC2)C(C)=O)=O)CC(C)C Diethyl (2-((S)-2-(1H-indole-2-carboxamido)-4-methylpentanamido)-3-(8-acetyl-2-oxo-1,8-diazaspiro[4.5]decan-3-yl)-1-hydroxypropyl)phosphonate